BrC1=CC(=C2C(=NC=NN21)N)C2=CC=C(C=C2)OC2=CC=CC=C2 7-bromo-5-(4-phenoxyphenyl)pyrrolo[2,1-f][1,2,4]triazin-4-amine